ClC1=NN=C(C2=CC=C(C=C12)Cl)C1=C(C=C(C=C1)C)OC 4,6-Dichloro-1-(2-methoxy-4-methylphenyl)phthalazine